C(CCCCCCCC=C)OC1=CC=C(C(=O)O)C=C1 4-(9-decenoxy)benzoic acid